O\C(=C/1\N(S(C2=C(C1=O)SC=C2)(=O)=O)C)\NC2=NC=CC=C2 (3E)-3-[hydroxy(pyridin-2-ylamino)methylene]-2-methyl-2,3-dihydro-4H-thieno[2,3-e][1,2]thiazin-4-one 1,1-dioxide